CS(=O)(=O)NC=1C=C(C=CC1)NC(=O)C=1SC=C(C1)C(=O)NC1=C(C=CC=C1)OC1=CC=CC=C1 N2-(3-(methylsulfonamido)phenyl)-N4-(2-phenoxyphenyl)thiophene-2,4-dicarboxamide